CC1(COC1)CN[C@H]1[C@@H](CCCCC1)OC=1C=C2CN(C(C2=CC1)=O)C1C(NC(CC1)=O)=O 3-(5-(((1R,2R)-2-(((3-methyloxetan-3-yl)methyl)amino)cycloheptyl)oxy)-1-oxoisoindolin-2-yl)piperidine-2,6-dione